tert-Butyl (3aR,5s,6aS)-5-((4-chlorophthalazin-1-yl)amino)hexahydrocyclopenta[c]pyrrole-2(1H)-carboxylate ClC1=NN=C(C2=CC=CC=C12)NC1C[C@@H]2[C@@H](CN(C2)C(=O)OC(C)(C)C)C1